(R)-N-((R)-1-(2-(1-((tert-butyldiphenylsilyl)oxy)-2-methylpropan-2-yl)-3,6-dimethyl-4-oxo-3,4-dihydroquinazolin-8-yl)ethyl)-2-methylpropane-2-sulfinamide [Si](C1=CC=CC=C1)(C1=CC=CC=C1)(C(C)(C)C)OCC(C)(C)C1=NC2=C(C=C(C=C2C(N1C)=O)C)[C@@H](C)N[S@](=O)C(C)(C)C